C(=O)(O)CN([C@@](CCS)(C(=O)O)CC)CC(=O)O N,N-dicarboxymethyl-ethyl-homocysteine